1,3-diphenylpropan-1-one C1(=CC=CC=C1)C(CCC1=CC=CC=C1)=O